7-bromo-4-chloro-5-fluoro-2-methyl-quinazoline BrC1=CC(=C2C(=NC(=NC2=C1)C)Cl)F